2,4-dodecadien-1-ol C(C=CC=CCCCCCCC)O